4-bromo-3,6-dichloropyridazine BrC1=C(N=NC(=C1)Cl)Cl